C(=O)(OC(C)(C)C)[C@](N)(CCCC(N)C(=O)OCC1=CC=CC=C1)C(=O)O α-Boc-ε-Cbz-L-lysine